CN(C)C(OC)OC methyl-1,1-dimethoxy-N,N-dimethylamine